2-(3,4-epoxycyclohexyl)ethylethyldimethoxysilane C1(CC2C(CC1)O2)CC[Si](OC)(OC)CC